ClC1=C(C=C(C=C1)N(C(CC(C1=CC(=CC=C1)C(F)(F)F)C(F)(F)F)=O)C)C(=O)NC1=C(C=C(C=C1)F)F N-[4-chloro-3-[[(2,4-difluorophenyl)amino]carbonyl]phenyl]-N-methyl-β,3-bis(trifluoromethyl)benzenepropanamide